C1(CC1)CS(=O)(=O)C1=CC=C(C=C1)C(C(=O)OC)COC Methyl 2-(4-((cyclopropylmethyl) sulfonyl) phenyl)-3-methoxypropionate